ClC(C(=CCl)Cl)(Cl)Cl 1,1,1,2,3-pentachloropropanen